1-(2-Hydroxy-1,1-dimethyl-ethoxy)-2,2,6,6-tetramethyl-4-piperidinyl octadecanoate C(CCCCCCCCCCCCCCCCC)(=O)OC1CC(N(C(C1)(C)C)OC(CO)(C)C)(C)C